OC(C(C(=O)O)C)C(C)=O 3-hydroxy-2-methyl-4-oxopentanoic acid